C(C)(C)(C)C1=CC=C(C=C1)C1CC2C(N(OC2(C)C)C(C)C)C(C1)C 5-(4-(tert-Butyl)phenyl)-1-isopropyl-3,3,7-trimethyloctahydrobenzo[c]isoxazol